CCCCCCCCCCCCCCCCCC(=O)OC[C@@H](COC[C@@H](COC[C@@H](COC[C@@H](COC[C@@H](COC[C@@H](CO)OC(=O)CCCC)OC(=O)CC)O)OC(=O)CCC)O)O Hexaglyceryl Tristearate